CC1=C(C=CC(=C1)OC1=CC=CC=C1)N1C(NC2C(SC=3N=CC=C1C32)C(=O)Cl)=O 5-(2-methyl-4-phenoxyphenyl)-4-oxo-4,5-dihydro-3H-1-thia-3,5,8-triazaAcenaphthene-2-carbonyl chloride